BrC=1C=CC=2N(C1)C=NN2 6-bromo-1,2,4-triazolo[4,3-a]pyridine